COC(C1=C(C=C(C=C1OCC1=CC=CC=C1)OC)OCC1=CC=CC=C1)=O 2,6-bis(benzyloxy)-4-methoxybenzoic acid methyl ester